BrC=1C=CC2=C(N(C(=N2)OC)C(C)C)C1 6-bromo-2-methoxy-1-isopropyl-1H-benzo[d]imidazole